2-methyl-5,11-dioxo-6,12-bis(o-toluoyloxy)naphthonaphthalene CC=1C=CC2=C3C(C(C(=C2C1)OC(=O)C=1C(=CC=CC1)C)=O)=C1C=CC=CC1=C(C3=O)OC(=O)C=3C(=CC=CC3)C